(2R)-2-(hydroxymethyl)azetidine OC[C@@H]1NCC1